6-chloro-4-methoxy-N-((1r,4r)-4-methoxycyclohexyl)picolinamide ClC1=CC(=CC(=N1)C(=O)NC1CCC(CC1)OC)OC